C(C)OC(=O)C1=CN=CN(C1C1=CC=CC=C1)C1=C(C=CC=C1)OC 1,6-dihydro-1-(2-methoxyphenyl)-6-phenyl-5-pyrimidinecarboxylic acid ethyl ester